3-(3-Dimethylaminopropyl)-1-ethyl-carbodiimide hydrochloride Cl.CN(CCCN=C=NCC)C